ethylaminoiminomethanesulfonic acid C(C)NN=CS(=O)(=O)O